N-(2,2-dimethyloxetan-3-yl)-3-(5'-(methylsulfonamido)spiro[cyclohexane-1,3'-indoline]-1'-carbonyl)benzenesulfonamide CC1(OCC1NS(=O)(=O)C1=CC(=CC=C1)C(=O)N1CC2(C3=CC(=CC=C13)NS(=O)(=O)C)CCCCC2)C